O=C1C(=C(C1=O)NC1=C(C(=NC=C1)C(=O)N(C)C)O)NC1C=2C=CC(=NC2CCC1(C)C)C 4-((3,4-dioxo-2-((2,6,6-trimethyl-5,6,7,8-tetrahydroquinolin-5-yl)amino)cyclobut-1-en-1-yl)amino)-3-hydroxy-N,N-dimethylpicolinamide